NCCC=1N=C2N(C=CC(=C2)C2=C(C=CC(=C2Cl)Cl)O)C1 2-(2-(2-aminoethyl)imidazo[1,2-a]pyridin-7-yl)-3,4-dichlorophenol